(2S,3S,4S,5R)-3-(3,4-difluorophenyl)-4,5-dimethyl-5-(trifluoromethyl)tetrahydrofuran-2-carboxylic acid rac-ethyl ester C(C)OC(=O)[C@H]1O[C@]([C@H]([C@H]1C1=CC(=C(C=C1)F)F)C)(C(F)(F)F)C